(R)-1-((8-(3'-(3-bromoimidazo[1,2-a]pyrazin-8-ylamino)-2,2'-dichlorobiphenyl-3-ylamino)-1,7-naphthyridin-3-yl)methyl)pyrrolidin-3-ol BrC1=CN=C2N1C=CN=C2NC=2C(=C(C=CC2)C2=C(C(=CC=C2)NC=2N=CC=C1C=C(C=NC21)CN2C[C@@H](CC2)O)Cl)Cl